COC[C@]1(CCCN2CCC3=C(C12)OC1=C3C=CC=C1)C (S)-1-(methoxymethyl)-1-methyl-1,3,4,6,7,12b-hexahydro-2H-[1]benzofuro[2,3-a]quinolizine